C(C)(C)(C)OC(=O)NC=1C=C(C=CC1)C(C(C(=O)OCC)(F)F)(C)O ethyl 3-(3-((tert-butoxycarbonyl) amino) phenyl)-2,2-difluoro-3-hydroxybutyrate